C(C)[Si](C1=CC=C(C=C1)C(=C)C1=CC=CC=C1)(OC)CC 1-[4-(diethylmethoxysilyl)phenyl]-1-phenylethene